C(CCCC)C1=CC(=C(C=C1)B(O)O)F 4-PENTYL-2-FLUOROPHENYLBORONIC ACID